C(C)(=O)O[C@H]1[C@H](O[C@@H]([C@@H]([C@@H]1N1N=NC(=C1)C1=CC(=C(C(=C1)F)F)F)O)CO)CC1=NOC(=C1)C1CCN(CC1)C(C)=O (2R,3R,4S,5R,6R)-2-((5-(1-acetylpiperidin-4-yl)isoxazol-3-yl)methyl)-5-hydroxy-6-(hydroxymethyl)-4-(4-(3,4,5-trifluorophenyl)-1H-1,2,3-triazol-1-yl)tetrahydro-2H-pyran-3-yl acetate